S(=O)(=O)(O)CCCCCCN 6-sulfon-hexylamine